BrCC(C)=C1C(C(C1)COCC1=CC=CC=C1)(C)C [3-(2-bromo-1-methylethylidene)-2,2-dimethylcyclobutyl]methoxymethylbenzene